C(C=1C(C(=O)[O-])=CC=CC1)(=O)OCC(Cl)(Cl)Cl Trichloroethyl Phthalate